[Cl-].[Zn+2].ClC=1C=CC(=CC1)C.[Cl-] 5-chloro-2-methylbenzene zinc chloride